dihydrobipyridine N1C(C=CC=C1)C1=NC=CC=C1